[2-(ethylthio)propyl]-3-hydroxy-2-propionyl-2-cyclohexene-1-one C(C)SC(CC1C(=C(C(CC1)=O)C(CC)=O)O)C